[4-[tris(fluoranyl)methyl]phenyl]methanamine FC(C1=CC=C(C=C1)CN)(F)F